2-(4-(2-(7-(5-chloropyrimidin-2-yl)-7-azaspiro[3.5]nonan-1-yl)ethoxy)-2-fluorophenyl)-1-(4-((2S,3R,4R,5R)-2,3,4,5,6-pentahydroxyhexyl)piperazin-1-yl)ethan-1-one ClC=1C=NC(=NC1)N1CCC2(CCC2CCOC2=CC(=C(C=C2)CC(=O)N2CCN(CC2)C[C@@H]([C@H]([C@@H]([C@@H](CO)O)O)O)O)F)CC1